1-(5-(((2S,4R)-1-(cyclopropanecarbonyl)-2-methylpiperidin-4-yl)methyl)pyrazolo[1,5-a]pyridin-3-yl)pyrimidine-2,4(1H,3H)-dione C1(CC1)C(=O)N1[C@H](C[C@@H](CC1)CC1=CC=2N(C=C1)N=CC2N2C(NC(C=C2)=O)=O)C